FC1=C2C(NC(=NC2=CC(=C1)OCC1CCN(CC1)CCN1CC2=CC=C(C=C2C1)NC1C(NC(CC1)=O)=O)CSC1CCOCC1)=O 3-((2-(2-(4-(((5-fluoro-4-oxo-2-(((tetrahydro-2H-pyran-4-yl)thio)methyl)-3,4-dihydroquinazolin-7-yl)oxy)methyl)piperidin-1-yl)ethyl)isoindolin-5-yl)amino)piperidine-2,6-dione